FC1=CC(=C(C=C1)N1C(C(=CC=C1)C(=O)NC=1C=NN(C1)CC(F)(F)F)=O)OCC(F)(F)F 1-[4-fluoro-2-(2,2,2-trifluoroethoxy)phenyl]-2-oxo-N-[1-(2,2,2-trifluoroethyl)-1H-pyrazol-4-yl]-1,2-dihydropyridine-3-carboxamide